tert-butyl ((1-(5-((2-chloro-3-(piperidine-4-carboxamido)phenyl)thio)pyrazin-2-yl)-4-methylpiperidin-4-yl)methyl)carbamate ClC1=C(C=CC=C1NC(=O)C1CCNCC1)SC=1N=CC(=NC1)N1CCC(CC1)(C)CNC(OC(C)(C)C)=O